6-fluoro-3-(2-methyl-2H-indazol-5-yl)-7-((2,2,2-trifluoroethyl)amino)-1,8-naphthyridin-2(1H)-one FC=1C=C2C=C(C(NC2=NC1NCC(F)(F)F)=O)C1=CC2=CN(N=C2C=C1)C